C1(CC1)CC=1C=NN2C1NC(C1=C2CN(CC1)C(=O)OC(C)(C)C)=O tert-butyl 3-(cyclopropylmethyl)-5-oxo-5,6,7,9-tetrahydropyrazolo[1,5-a]pyrido[4,3-e]pyrimidine-8(4H)-carboxylate